C1(CC1)CC1=NC(=CC=C1C1=NC2=C(N1C)C(=CC(=C2)C(=O)N2[C@@H]1CC[C@H](C2)[C@H]1N)OC)N1CCOCC1 (1R,4R,7R)-2-{2-[2-(cyclopropylmethyl)-6-(morpholin-4-yl)pyridin-3-yl]-7-methoxy-1-methyl-1H-1,3-benzodiazole-5-carbonyl}-2-azabicyclo[2.2.1]heptan-7-amine